acrylonitril Styreneacrylate C(=CC1=CC=CC=C1)C=CC(=O)O.C(C=C)#N